C(CCCC(=O)Cl)(=O)Cl Glutaroyl dichloride